7,8-dichloro-6-(3-fluoro-2-pyridyl)-1-pyridazin-3-yl-4H-[1,2,4]triazolo[4,3-a][1,4]benzodiazepine ClC1=C(C=CC2=C1C(=NCC=1N2C(=NN1)C=1N=NC=CC1)C1=NC=CC=C1F)Cl